tert-Butyl (2S)-azetidine-2-carboxylate N1[C@@H](CC1)C(=O)OC(C)(C)C